CN1CC(C1)(C)[C@@](O)(C=1C=NC=C(C1)C1=NC(=NO1)C1CCOCC1)C1=CC=C(C=C1)C(C)C (R)-(1,3-Dimethyl-azetidin-3-yl)-(4-isopropyl-phenyl)-{5-[3-(tetrahydro-pyran-4-yl)-[1,2,4]oxadiazol-5-yl]-pyridin-3-yl}-methanol